[OH-].C[N+](CCCC)(CCCC)C dimethyldin-butylammonium hydroxide